3-(thien-2-yl)propionic acid S1C(=CC=C1)CCC(=O)O